tetraoleyl-pentaerythritol C(CCCCCCC\C=C/CCCCCCCC)C(C(C(O)CCCCCCCC\C=C/CCCCCCCC)(C(O)CCCCCCCC\C=C/CCCCCCCC)C(O)CCCCCCCC\C=C/CCCCCCCC)O